(R)-4-(8,8-dimethyl-3,4-dihydro-2H,8H-pyrano[2,3-f]chromen-3-yl-6,9-d2)benzene-2,6-d2-1,3-diol CC1(OC2=C(C=C3C(=C2C=C1[2H])OC[C@H](C3)C3=C(C(=C(C(=C3)[2H])O)[2H])O)[2H])C